ClC=1C(=CC(=NC1)NC1CCC(CC1)NCCOCCNC(OC1CC1)=O)C1=NC(=CC=C1)NCC1(CCOCC1)C#N cyclopropyl (2-(2-(((1r,4r)-4-((5'-chloro-6-(((4-cyanotetrahydro-2H-pyran-4-yl)methyl)amino)-[2,4'-bipyridin]-2'-yl)amino)cyclohexyl)amino)ethoxy)ethyl)carbamate